C(C1=CC=CC=C1)NCCNCC1=CC=CC=C1 dibenzylethylenediamine